3-(4-Cyanophenyl)-1-sulfamoyl-1H-pyrrole-2-carboxylic acid C(#N)C1=CC=C(C=C1)C1=C(N(C=C1)S(N)(=O)=O)C(=O)O